COC(=O)C1=NNC=C1 Pyrazole-3-carboxylic acid methyl ester